FC(C1=NN=C(S1)NC(=O)C1=NN2C(C(N(CC2)CC=2C(=NC=CC2)C)=O)=C1C1CC1)F 3-cyclopropyl-5-(2-methylpyridin-3-ylmethyl)-4-oxo-4,5,6,7-tetrahydropyrazolo[1,5-a]pyrazine-2-carboxylic acid (5-difluoromethyl[1,3,4]thiadiazol-2-yl)amide